ClC=1C=C(C(=O)NC2=NNC(=C2)C2=NC3=C(N2)C=CC(=C3)F)C=CC1OCCO 3-chloro-N-[5-(5-fluoro-1H-benzimidazol-2-yl)-1H-pyrazol-3-yl]-4-(2-hydroxyethoxy)benzamide